1-(4-(6-(benzyloxy)-3,4-dihydronaphthalen-1-yl)phenyl)-4-(dimethoxymethyl)piperidine C(C1=CC=CC=C1)OC=1C=C2CCC=C(C2=CC1)C1=CC=C(C=C1)N1CCC(CC1)C(OC)OC